(5-((R)-3-methylmorpholino)-3-(1-(tetrahydro-2H-pyran-2-yl)-1H-pyrazol-5-yl)isothiazolo[4,5-b]pyridin-7-yl)cyclopropane-1-carbonitrile C[C@@H]1COCCN1C1=CC(=C2C(=N1)C(=NS2)C2=CC=NN2C2OCCCC2)C2(CC2)C#N